(S)-N-(1-(4-methoxyphenyl)ethyl)-2-(4-oxothieno[2,3-d][1,2,3]triazin-3(4H)yl)acetamide COC1=CC=C(C=C1)[C@H](C)NC(CN1N=NC2=C(C1=O)C=CS2)=O